N'-(3-(3,4-Dimethoxyphenyl)propanoyl)methacrylohydrazide COC=1C=C(C=CC1OC)CCC(=O)NNC(C(=C)C)=O